5,5'-(4,8-bis(hexyloxy)benzo[1,2-b:4,5-b']dithiophene-2,6-diyl)bis(1-methyl-2-(naphthalen-2-yl)-1H-indole) C(CCCCC)OC1=C2C(SC(=C2)C=2C=C3C=C(N(C3=CC2)C)C2=CC3=CC=CC=C3C=C2)=C(C2=C1SC(=C2)C=2C=C1C=C(N(C1=CC2)C)C2=CC1=CC=CC=C1C=C2)OCCCCCC